6-fluoro-7-[(3S)-3-hydroxypyrrolidin-1-yl]-N-[2-methylpentan-3-yl]-4-oxo-1-(2,4,6-trifluorophenyl)-1,4-dihydro-1,8-naphthyridine-3-carboxamide FC=1C=C2C(C(=CN(C2=NC1N1C[C@H](CC1)O)C1=C(C=C(C=C1F)F)F)C(=O)NC(C(C)C)CC)=O